NCC(=O)N[C@@H](CC1=CN=CN1C)C(=O)O glycyl-(3-methyl)histidine